6,7-dimethoxy-2-methyl-N-[(1R)-1-{3-[5-(methylsulfonyl)-pyridin-3-yl]-phenyl}ethyl]-quinazolin-4-amine COC=1C=C2C(=NC(=NC2=CC1OC)C)N[C@H](C)C1=CC(=CC=C1)C=1C=NC=C(C1)S(=O)(=O)C